C1=C2N(C=N1)CCC2OC(=O)C2=CC1=C(N=C(O1)C1=CC(=CC(=C1)Cl)Cl)C=C2 2-(3,5-dichlorophenyl)-benzo[d]oxazole-6-carboxylic acid 6,7-dihydro-5H-pyrrolo[1,2-c]imidazol-7-yl ester